4-{6-[4-(3-cyclopropyl-ureido)-phenyl]-4-morpholin-4-yl-pyrazolo[3,4-d]pyrimidin-1-yl}-piperidine-1-carboxylic acid methyl ester COC(=O)N1CCC(CC1)N1N=CC=2C1=NC(=NC2N2CCOCC2)C2=CC=C(C=C2)NC(=O)NC2CC2